2-({[4-(Dimethylamino)butanoyl]oxy}methyl)-3-[(3-pentyloctanoyl)oxy]-2-{[(3-pentyloctanoyl)oxy]methyl}propyl hexyl nonanedioate C(CCCCCCCC(=O)OCCCCCC)(=O)OCC(COC(CC(CCCCC)CCCCC)=O)(COC(CC(CCCCC)CCCCC)=O)COC(CCCN(C)C)=O